C(C)(C)(C)OC(=O)N1C(CCCC1)CSC1=C(C=CC=C1)C(F)F (((2-(difluoromethyl)phenyl)thio)methyl)piperidine-1-carboxylic acid tert-butyl ester